pentazocine, pentahydrate O.O.O.O.O.OC1=CC=2C3(C)C(C)C(CC2C=C1)N(CC=C(C)C)CC3